BrC1=NN(C(=C1C#N)NC1=NN(C=C1)CCOCC(=O)OC(C)(C)C)COCC[Si](C)(C)C tert-butyl 2-(2-{3-[(3-bromo-4-cyano-1-{[2-(trimethylsilyl)ethoxy]methyl}-1H-pyrazol-5-yl)amino]-1H-pyrazol-1-yl}ethoxy)acetate